3-(8-Amino-6-methylimidazo[1,2-a]pyrazin-3-yl)-N-(4-hydroxybicyclo[2.1.1]hexan-1-yl)-4-(methyl-d3)benzenesulfonamide NC=1C=2N(C=C(N1)C)C(=CN2)C=2C=C(C=CC2C([2H])([2H])[2H])S(=O)(=O)NC21CCC(C2)(C1)O